4-(1-methyl-2,3-dioxo-7-phenyl-2,3-dihydropyrido[2,3-b]pyrazin-4(1H)-yl)piperidin CN1C2=C(N(C(C1=O)=O)C1CCNCC1)N=CC(=C2)C2=CC=CC=C2